The molecule is tetraanion of 3-phospho-D-glyceroyl dihydrogen phosphate arising from deprotonation of both phosphate groups. It has a role as a human metabolite and a Saccharomyces cerevisiae metabolite. It is a conjugate base of a 3-phospho-D-glyceroyl dihydrogen phosphate. C([C@H](C(=O)OP(=O)([O-])[O-])O)OP(=O)([O-])[O-]